propionoyl-CoA C(CC)(=O)SCCNC(CCNC([C@@H](C(COP(OP(OC[C@@H]1[C@H]([C@H]([C@@H](O1)N1C=NC=2C(N)=NC=NC12)O)OP(=O)(O)O)(=O)O)(=O)O)(C)C)O)=O)=O